FC(C(=O)[Cu])(F)F trifluoroacetyl-copper